CC(C(=O)OC1=C(C=C(C=C1)C(=O)OCC)OC(C(C)(C)C)=O)(C)C 4-(ethoxy carbonyl)-1,2-phenylene bis(2,2-dimethylpropanoate)